tert-Butyl 3-(4-(2-aminoethyl)-3-chlorophenyl)-3,8-diazabicyclo[3.2.1]octane-8-carboxylate NCCC1=C(C=C(C=C1)N1CC2CCC(C1)N2C(=O)OC(C)(C)C)Cl